[Si](C)(C)(C(C)(C)C)OC1CCN(CC1)C1=C(N[C@H](C)C=2C=C(C=C3C(N(C(=NC23)C2CCOCC2)C)=O)C)C=CC(=C1)F 8-[(1R)-1-[2-[4-[tert-butyl(dimethyl)silyl]oxy-1-piperidyl]-4-fluoro-anilino]ethyl]-3,6-dimethyl-2-tetrahydropyran-4-yl-quinazolin-4-one